(phenyl)(naphthylphenyl)[(phenyldibenzofuranyl)phenyl]amine C1(=CC=CC=C1)N(C1=C(C=CC=C1)C1=C(C=CC=2OC3=C(C21)C=CC=C3)C3=CC=CC=C3)C3=C(C=CC=C3)C3=CC=CC2=CC=CC=C32